C(=O)C1=C(OCC2=CC=C(C#N)C=C2)C=CC=C1 4-((2-formylphenoxy)methyl)benzonitrile